O=CCC1CN(C1)C(=O)OCCCC butyl 3-(2-oxoethyl)azetidine-1-carboxylate